N-((5-chloropyrazin-2-yl)methyl)-6-methyl-4-((1-methylcyclopropyl)amino)furo[2,3-d]pyrimidine-5-carboxamide ClC=1N=CC(=NC1)CNC(=O)C1=C(OC=2N=CN=C(C21)NC2(CC2)C)C